2-fluoro-N-(2-hydroxyethyl)benzamide FC1=C(C(=O)NCCO)C=CC=C1